oxalic acid acetate C(C)(=O)O.C(C(=O)O)(=O)O